FC(C1=CC2=C(CNCCO2)C=N1)(F)F 8-(trifluoromethyl)-2,3,4,5-tetrahydropyrido[3,4-f][1,4]oxazepine